COC(CN(CCC(C(=O)O)NC1=NC(=NC2=CC=CC=C12)C)CCCCC1=NC=2NCCCC2C=C1)C 4-((2-methoxypropyl)(4-(5,6,7,8-tetrahydro-1,8-naphthyridin-2-yl)butyl)amino)-2-((2-methylquinazolin-4-yl)amino)butanoic acid